N(=C=O)C(CC)C1=CC=C(C=C1)C(F)(F)F 1-(1-Isocyanatopropyl)-4-(trifluoromethyl)benzene